C(C)(C)(C)OC(=O)N(C(C(=O)O)C(C)(C)C1=CC=C(C=C1)OC(=O)OC(C)(C)C)C 2-((tert-butoxycarbonyl)(methyl)amino)-3-(4-((tert-butoxycarbonyl)oxy)phenyl)-3-methylbutanoic acid